FC1=C(C(=NN1C)C1=NN=C(O1)[C@]1(C(NCC1)=O)C)NC1=CC=C(C=C1)C(F)(F)F (S)-3-(5-(5-fluoro-1-methyl-4-((4-(trifluoromethyl)phenyl)amino)-1H-pyrazol-3-yl)-1,3,4-oxadiazol-2-yl)-3-methylpyrrolidin-2-one